N-[(2S)-5-[[(1R,2S)-2-(4-fluorophenyl)cyclopropyl]amino]-1-(4-methyl-3-oxopiperazin-1-yl)-1-oxopentan-2-yl]-4-(1,2,3-triazol-yl)benzamide FC1=CC=C(C=C1)[C@H]1[C@@H](C1)NCCC[C@@H](C(=O)N1CC(N(CC1)C)=O)NC(C1=CC=C(C=C1)C=1N=NNC1)=O